FC=1C(=NC(=CC1)OC)N1CCNCC1 1-(3-fluoro-6-methoxypyridin-2-yl)piperazine